methyl 2-acetyl-5-(benzyloxy)-4-methoxybenzoate C(C)(=O)C1=C(C(=O)OC)C=C(C(=C1)OC)OCC1=CC=CC=C1